BrC1=CN2C(=C(C=C2C=C1)C)C(=O)OC methyl 6-bromo-2-methylindolizine-3-carboxylate